potassium N-(difluoroboranylmethyl)carbamic acid tert-butyl ester fluoride [F-].C(C)(C)(C)OC(NCB(F)F)=O.[K+]